ClC1=NN(C=C1N(C(CSC)=O)C)C=1C=NC=CC1 N-(3-chloro-1-(pyridin-3-yl)-1H-pyrazol-4-yl)-N-methyl-2-(methylthio)acetamide